C[Si]1(CCN(CC1)C1=C(C(=O)NC2=NC(=CC=C2)OCCC(F)(F)F)C=CC(=C1)S(NCCO)(=O)=O)C 2-(4,4-dimethyl-1,4-azasilinan-1-yl)-4-(N-(2-hydroxyethyl)sulfamoyl)-N-(6-(3,3,3-trifluoropropoxy)pyridin-2-yl)benzamide